3-(trifluoromethyl)quinoline-6-carboxylic acid FC(C=1C=NC2=CC=C(C=C2C1)C(=O)O)(F)F